ClC=1C=C(C=CC1)CCNC(=O)C1C(C2=CC=C(C=C2C1=O)S(=O)(=O)C=1C=C2C(C(C(C2=CC1)=O)C(NCCC1=CC(=CC=C1)Cl)=O)=O)=O N-[2-(3-chlorophenyl)ethyl]-5-[(2-{[2-(3-chlorophenyl)ethyl]carbamoyl}-1,3-dioxo-2,3-dihydro-1H-inden-5-yl)sulfonyl]-1,3-dioxo-2,3-dihydro-1H-indene-2-carboxamide